benzyl-dimethylethanolamine C(C1=CC=CC=C1)C(O)CN(C)C